((3aS,4R,6S,6aS)-6-(4-aminopyrrolo[2,1-f][1,2,4]triazin-7-yl)-4-cyano-2,2-dimethyltetrahydrofuro[3,4-d][1,3]dioxol-4-yl)methyl (3,3-dimethylbutyl) carbonate C(OC[C@]1(O[C@H]([C@@H]2OC(O[C@@H]21)(C)C)C2=CC=C1C(=NC=NN12)N)C#N)(OCCC(C)(C)C)=O